OCCOC1=CC=C(C=C1)N1C(N(C(CC1)=O)CC1=CC=C(C=C1)OC)=O 1-[4-(2-hydroxyethoxy)phenyl]-3-[(4-methoxyphenyl)methyl]-hexahydropyrimidine-2,4-dione